N-(4-Amino-1-cyclopropyl-3,4-dioxobutan-2-yl)-3-((S)-2-(cyclopropanecarboxamido)-3,3-dimethylbutanoyl)-6,6-dimethyl-3-azabicyclo[3.1.0]hexane-2-carboxamide NC(C(C(CC1CC1)NC(=O)C1C2C(C2CN1C([C@H](C(C)(C)C)NC(=O)C1CC1)=O)(C)C)=O)=O